2-(1-(2-hydroxy-3,5-di-tert-pentylphenyl) ethyl)-4,6-di-tert-pentylphenyl acrylate C(C=C)(=O)OC1=C(C=C(C=C1C(C)(C)CC)C(C)(C)CC)C(C)C1=C(C(=CC(=C1)C(C)(C)CC)C(C)(C)CC)O